NCC1=CC=C(NC2=CC=C(C=C2)C2=CC=CC=3OCCOC32)C=C1 4-(aminomethyl)-N-(4-(2,3-dihydrobenzo[b][1,4]-dioxin-5-yl)phenyl)aniline